N-((1r,4r)-4-(3-Chloro-4-cyanophenoxy)cyclohexyl)-4-(4-formylpiperidin-1-yl)benzamide ClC=1C=C(OC2CCC(CC2)NC(C2=CC=C(C=C2)N2CCC(CC2)C=O)=O)C=CC1C#N